5-((1-(4-((1S,4S)-5-Methyl-2,5-diazabicyclo[2.2.1]heptan-2-yl)phenyl)-1H-imidazol-4-yl)amino)pyrazine-2-carbonitrile CN1[C@@H]2CN([C@H](C1)C2)C2=CC=C(C=C2)N2C=NC(=C2)NC=2N=CC(=NC2)C#N